2-(5-chloro-2-oxo-2,3-dihydro-1H-indol-1-yl)-N-(4H-1,2,4-triazol-3-yl)acetamide ClC=1C=C2CC(N(C2=CC1)CC(=O)NC1=NN=CN1)=O